6,9-dioxadispiro[2.1.45.33]dodecane-12-one C1CC12CC1(OCCO1)CCC2=O